3-butyl-3-ethyl-7-fluoro-8-methoxy-5-phenyl-2,3-dihydro-1,5-benzothiazepine-4(5H)-one C(CCC)C1(CSC2=C(N(C1=O)C1=CC=CC=C1)C=C(C(=C2)OC)F)CC